CC(C#C)(CCC=C(CCC=C(C)C)C)O 3,7,11-trimethyldodecane-6,10-dien-1-yn-3-ol